[H-].[Yb+2].[H-] ytterbium(II) hydride